C(#N)C1=CC=C(C=C1)C=1NC2=C(C=C(C=C2C1C=CC(=O)N[C@H](C(F)(F)F)CO)F)F 3-[2-(4-cyanophenyl)-5,7-difluoro-1H-indol-3-yl]-N-[(1S)-2,2,2-trifluoro-1-(hydroxymethyl)ethyl]propenamide